CN[C@@H](CC1=CNC2=CC=CC=C12)C(=O)O Methyl-Tryptophan